C(C)(C)(C)NS(=O)(=O)C1=C(C=CC(=C1)C1=NN(C=C1)C(C)C)OC N-tert-butyl-5-(1-isopropylpyrazol-3-yl)-2-methoxy-benzenesulfonamide